(R)-3-((6-bromo-5-cyclopropyl-1,2,4-triazin-3-yl)amino)piperidine-1-carboxylic acid tert-butyl ester C(C)(C)(C)OC(=O)N1C[C@@H](CCC1)NC=1N=NC(=C(N1)C1CC1)Br